cyclopropyl-6-fluoro-1,2,3,4-tetrahydroquinolin-4-one C1(CC1)N1CCC(C2=CC(=CC=C12)F)=O